[C@H]12CCC#CCC[C@@H]2C1COC(NCCNC(CCOCCOCCOCCOCCN(C1=NC(=NC(=N1)N(CCOCCOCCOCCOCCC(NCCNC(OCC1C2CCC#CCCC12)=O)=O)CCOCCOCCOCCOCCC(NCCNC(OCC1[C@H]2CCC#CCC[C@@H]12)=O)=O)NCCC(=O)O)CCOCCOCCOCCOCCC(NCCNC(OCC1[C@H]2CCC#CCC[C@@H]12)=O)=O)=O)=O 3-((4,6-bis(bis(1-((1R,8S,9s)-bicyclo[6.1.0]non-4-yn-9-yl)-3,8-dioxo-2,11,14,17,20-pentaoxa-4,7-diazadocosan-22-yl)amino)-1,3,5-triazin-2-yl)amino)propanoic acid